2-(4,4-dimethyl-1,4-azasilinan-1-yl)-4-((2-hydroxyethyl)sulfonamido)-N-(2-oxo-1-((1R,3S)-3-(trifluoromethyl)cyclopentyl)-1,2-dihydropyridin-3-yl)benzamide C[Si]1(CCN(CC1)C1=C(C(=O)NC=2C(N(C=CC2)[C@H]2C[C@H](CC2)C(F)(F)F)=O)C=CC(=C1)NS(=O)(=O)CCO)C